O.O.C(C)(=S)N.[Na] sodium thioacetamide dihydrate